2,3-diiodophenol IC1=C(C=CC=C1I)O